3-hydroxy-1,1-dimethylbutyl peroxyneoheptanoate C(CCC(C)(C)C)(=O)OOC(CC(C)O)(C)C